4-formyl-2-methoxyphenoxy(ethyl)(methyl)carbamate C(=O)C1=CC(=C(OCN(C([O-])=O)CC)C=C1)OC